6-chloro-3-((2-chloro-3-(oxazol-2-yl)phenyl)sulfanyl)-5-iodopyrazine-2-amine ClC1=C(N=C(C(=N1)N)SC1=C(C(=CC=C1)C=1OC=CN1)Cl)I